ON1C(CC(CC1(C)C)OC(C1=CC(C(=O)OC2CC(N(C(C2)(C)C)O)(C)C)=CC=C1)=O)(C)C Bis(1-oxyl-2,2,6,6-tetramethylpiperidin-4-yl)-isophthalat